N[C@](C(=O)[O-])(CC(C)(C)C)C1=CC=C(C=C1)N=[N+]=[N-] (R)-2-amino-2-(4-azidophenyl)-4,4-dimethylpentanoate